ClC=1C=CC2=C(N(C3=C(CC2)C=CC=C3)CCCCN(C/C=C/C(=O)N(OCC#C)C)C)C1 (E)-4-[4-(3-chloro-10,11-dihydro-5H-dibenzo[b,f]azepin-5-yl)butyl-methyl-amino]-N-methyl-N-prop-2-ynoxy-but-2-enamide